OC=1C=C(C=2OC3=CC=CC=C3C(C2)=O)C=CC1O 3',4'-Dihydroxyflavone